OC1=C(C=CC(=C1)OCC=C(C)C)C(\C=C\C1=CC=C(C=C1)O)=O (E)-1-[2-hydroxy-4-(3-methylbut-2-enoxy)phenyl]-3-(4-hydroxyphenyl)prop-2-en-1-one